ClC=1C(=C(NC=2C3=C(N=CN2)C=CC(=N3)N3[C@@H]2CN([C@H](C3)C2)C(=O)OC(C)(C)C)C=CC1OC1CC1)F tert-Butyl (1S,4S)-5-[4-[3-chloro-4-(cyclopropoxy)-2-fluoro-anilino]pyrido[3,2-d]pyrimidin-6-yl]-2,5-diazabicyclo[2.2.1]heptane-2-carboxylate